(Z)-3-((3-methoxyphenyl)imino)-2-(4'-(trifluoromethoxy)-[1,1'-biphenyl]-4-yl)butanoic acid ethyl ester C(C)OC(C(\C(\C)=N/C1=CC(=CC=C1)OC)C1=CC=C(C=C1)C1=CC=C(C=C1)OC(F)(F)F)=O